FC1=C(C=CC(=C1I)F)NS(=O)(=O)C1=CC(=CC=C1)C(C)C N-(2,4-difluoro-3-iodophenyl)-3-isopropylbenzenesulfonamide